tert-butyl 2-(trifluoromethylsulfonyloxy)-6-azaspiro[3.4]oct-2-ene-6-carboxylate FC(S(=O)(=O)OC=1CC2(C1)CN(CC2)C(=O)OC(C)(C)C)(F)F